CC(=C)[C@@H]1CC[C@]2([C@H]1[C@H]3CC[C@H]4[C@]([C@@]3(CC2)C)(CC[C@@H]5[C@@]4([C@@H](C[C@@H](C5(C)C)O)O)C)C)C Lup-20(29)-ene-1beta,3beta-diol